C12(CCCC(CCC1)C2)C(=O)N bicyclo[3.3.1]nonane-1-carboxamide